N-(1-oxyl-2,2,6,6-tetramethylpiperidin-4-yl)caprolactam ON1C(CC(CC1(C)C)N1C(CCCCC1)=O)(C)C